5-((4-(2-Hydroxyethyl)piperidin-1-yl)sulfonyl)-2-propoxybenzoic acid OCCC1CCN(CC1)S(=O)(=O)C=1C=CC(=C(C(=O)O)C1)OCCC